(R)-2-(3-(methoxymethyl) Bicyclo[1.1.1]pentan-1-yl)-3-oxohexahydroimidazo[1,5-a]pyrazine-7(1H)-carboxylate COCC12CC(C1)(C2)N2C(N1[C@@H](CN(CC1)C(=O)[O-])C2)=O